(3S,5S)-5-(2-{[(1R,2R)-2-hydroxycyclohexyl] amino} pyrimidin-5-yl)oxolan-3-yl N-isopropylcarbamate C(C)(C)NC(O[C@@H]1CO[C@@H](C1)C=1C=NC(=NC1)N[C@H]1[C@@H](CCCC1)O)=O